N-(4-hydroxy-[1,1'-biphenyl]-3-yl)phthalimide OC1=C(C=C(C=C1)C1=CC=CC=C1)N1C(C=2C(C1=O)=CC=CC2)=O